OCC1CCC(CC1)N1N=C2C=CC(=CC2=C1)NC(=O)C1=NC(=CN=C1)C(F)(F)F N-(2-((1r,4r)-4-(hydroxymethyl)cyclohexyl)-2H-indazol-5-yl)-6-(trifluoromethyl)pyrazine-2-carboxamide